FC=1C(=C(C=CC1F)C(=O)N1CC(C1)(O)CNCCCCO)NC1=C(C=C(C=C1)I)F 1-({3,4-difluoro-2-[(2-fluoro-4-iodophenyl)amino]Phenyl}carbonyl)-3-{[(4-hydroxybutyl)amino]Methyl}azetidin-3-ol